2-hydroxypropyl-potassium OC(C[K])C